Cl.N(C(=N)N)C1=NC=C(C=N1)C(=O)OC=1C=2N(C(=CC1)CC(=O)NC(C(=O)O)CC(=O)O)C=CN2 2-(2-(8-(2-guanidinopyrimidine-5-carbonyloxy)imidazo[1,2-a]pyridin-5-yl)acetamido)succinic acid hydrochloride